4'-biphenyl-terephthalic acid C1(=CC=CC=C1)C1=CC=C(C=C1)C1=CC(=CC=C1C(=O)O)C(=O)O